tert-butyl 4-(2,3-diaminopyridin-4-yl)-1H-pyrazole-1-carboxylate NC1=NC=CC(=C1N)C=1C=NN(C1)C(=O)OC(C)(C)C